3-(6-(piperazin-1-yl)pyridazin-3-yl)naphthalene-2,7-diol N1(CCNCC1)C1=CC=C(N=N1)C=1C(=CC2=CC(=CC=C2C1)O)O